COC(=O)[C@@H]1CN(CC[C@H]1NC(=O)C1=NOC(=N1)C1=C(C=C(C=C1)F)F)CC1CC1 |r| rac-(3R,4R)-1-cyclopropylmethyl-4-{[5-(2,4-difluoro-phenyl)-[1,2,4]oxadiazole-3-carbonyl]-amino}-piperidine-3-carboxylic acid methyl ester